FC(C(=O)O)(F)F.C(C)(=O)N acetamide 2,2,2-trifluoroacetate